C(C)(=O)OCC(=O)N1CC2=C(NC=3C(=C(C=C(C23)C2=NN(C=C2)C)Cl)F)CC1 2-(7-chloro-6-fluoro-9-(1-methyl-1H-pyrazol-3-yl)-1,3,4,5-tetrahydro-2H-pyrido[4,3-b]indol-2-yl)-2-oxoethyl acetate